FC1=CC=C(C=C1)C=1C=C2C(=NC=NC2=C(C1)OC)NCC=1C=CC=C2C=NN(C12)C 6-(4-fluorophenyl)-8-methoxy-N-[(1-methylindazol-7-yl)methyl]quinazolin-4-amine